mono-tert-butylchromium dichloride [Cl-].[Cl-].C(C)(C)(C)[Cr+2]